(6aS)-2-((5-(3-fluoro-4-(2-oxopyrrolidin-1-yl)phenyl)pyridin-2-yl)amino)-8-hydroxy-6,6a,7,8-tetrahydro-9H-pyrido[2,3-b]pyrrolo[1,2-d][1,4]oxazin-9-one FC=1C=C(C=CC1N1C(CCC1)=O)C=1C=CC(=NC1)NC1=CC2=C(OC[C@H]3N2C(C(C3)O)=O)N=C1